BrC1=C2C(CCNC2=CC=C1)(F)F 5-bromo-4,4-difluoro-2,3-dihydro-1H-quinoline